(2-Bromo-5-(tetrahydrofuran-3-yl)thiazol-4-yl)methanol BrC=1SC(=C(N1)CO)C1COCC1